OC=1C=C(C(=O)O[C@@H]2CC3=CC=CC(=C3C[C@H]2C2=CC(=C(C(=C2)O)O)O)O)C=C(C1O)O (2r,3s)-5-hydroxy-3-(3,4,5-trihydroxyphenyl)-1,2,3,4-tetrahydronaphthalen-2-yl 3,4,5-trihydroxybenzoate